C[C@H]1COCCN1C=1C=CC(=C(C1)NC(=O)C1=NNC=C1[N+](=O)[O-])[N+](=O)[O-] (S)-N-(5-(3-methylmorpholino)-2-nitrophenyl)-4-nitro-1H-pyrazole-3-carboxamide